6-chloro-3-({3-[(2S)-2-(4-chlorophenyl)-2-hydroxyethyl]-1,2,4-oxadiazol-5-yl}methyl)-1-methyl-1,2,3,4-tetrahydropyrimidine-2,4-dione ClC1=CC(N(C(N1C)=O)CC1=NC(=NO1)C[C@H](O)C1=CC=C(C=C1)Cl)=O